O=C1C=C2N(CCN3N=C4C=CC=CC4=C32)C=C1C(=O)[O-] 2-oxo-6,7-dihydro-2H-pyrido[2',1':3,4]pyrazino[1,2-b]indazole-3-carboxylate